N4-(2-(2-(3-(3',6'-dihydroxy-3-oxo-3H-spiro[isobenzofuran-1,9'-xanthen]-5-yl)thioureido)ethoxy)ethyl)succinamide OC=1C=CC=2C3(C4=CC=C(C=C4OC2C1)O)OC(C1=CC(=CC=C13)NC(NCCOCCNC(CCC(=O)N)=O)=S)=O